2-fluoro-4-(1-(5-(trifluoromethyl)pyridin-2-yl)-1H-imidazol-4-yl)aniline FC1=C(N)C=CC(=C1)C=1N=CN(C1)C1=NC=C(C=C1)C(F)(F)F